C(C=C)(=O)O.C(C)OC(CO)O ethoxyethylene glycol acrylate